3-(2-(dipropylamino) ethyl)-1H-indol-5-yl propionate C(CC)(=O)OC=1C=C2C(=CNC2=CC1)CCN(CCC)CCC